N,N-dimethyl-2-((2-((5-(4-methylpiperazin-1-yl)pyridin-2-yl)amino)-7H-pyrrolo[2,3-d]pyrimidin-4-yl)amino)benzenesulfonamide CN(S(=O)(=O)C1=C(C=CC=C1)NC=1C2=C(N=C(N1)NC1=NC=C(C=C1)N1CCN(CC1)C)NC=C2)C